ClC=1C(=C(C=C(C1)F)NC1=C(NC2=C1C(NCC2)=O)C2=C(C=NC=C2)OCC2N(CC2)C(=O)[O-])OC 2-{[(4-{3-[(3-chloro-5-fluoro-2-methoxyphenyl)amino]-4-oxo-1H,5H,6H,7H-pyrrolo[3,2-c]pyridin-2-yl}pyridin-3-yl)oxy]methyl}azetidine-1-carboxylate